BrC=1C=C2C(NC(=NC2=CC1)CN1CCN(CC1)C(CC)=O)=O 6-bromo-2-((4-propionylpiperazin-1-yl)methyl)quinazolin-4(3H)-one